1-[3-[5-(difluoromethoxy)pyrimidin-2-yl]pyrazin-2-yl]ethanone FC(OC=1C=NC(=NC1)C=1C(=NC=CN1)C(C)=O)F